O=C1NC(CCC1N1C(C2=CC=CC(=C2C1=O)NCCCC(=O)N1CCCCC1)=O)=O 1-(4-((2-(2,6-dioxopiperidin-3-yl)-1,3-dioxoisoindolin-4-yl)amino)butanoyl)piperidin